CC(C#C)(CCCC(CCCC(C)C)C)O 3,7,11-trimethyl-1-dodecayn-3-ol